FC=1C=C(C(=O)NCC2CCC(CC2)N2N=C3C=C(C=CC3=C2)C2=CC=NN2C)C=C(C1O)F 3,5-difluoro-4-hydroxy-N-({(1r,4r)-4-[6-(1-methyl-1H-pyrazol-5-yl)-2H-indazol-2-yl]cyclohexyl}methyl)benzamide